C(#N)[C@H]1N([C@H]2C[C@H]2C1)C(CNC(=O)C1=CC=NC2=CC=C(C=C12)COC(F)(F)F)=O N-(2-((1S,3S,5S)-3-Cyano-2-azabicyclo[3.1.0]hexan-2-yl)-2-oxoethyl)-6-((trifluoromethoxy)methyl)quinoline-4-carboxamide